FC1=C(C=C(C(=C1)C=COC)OC)F 1,2-difluoro-4-methoxy-5-(2-methoxyvinyl)benzene